(2-((4-(4-methylpiperazin-1-yl)phenyl)amino)-4-((tetrahydro-2H-pyran-3-yl)amino)-7H-pyrrolo[2,3-d]pyrimidin-5-yl)methanone CN1CCN(CC1)C1=CC=C(C=C1)NC=1N=C(C2=C(N1)NC=C2C=O)NC2COCCC2